ClCC(CC(=O)[O-])O (E)-4-chloro-3-hydroxy-butyrate